(8R,9S,10R)-10-(2-(dimethylamino)ethyl)-N-(4-methoxyphenyl)-9-(4-(phenylethynyl)phenyl)-1,6-diazabicyclo[6.2.0]decane-6-carboxamide CN(CC[C@@H]1[C@@H]([C@@H]2CN(CCCCN12)C(=O)NC1=CC=C(C=C1)OC)C1=CC=C(C=C1)C#CC1=CC=CC=C1)C